CN(CCN(C1=C(C=C(C(=C1)OC)NC1=NC=C(C(=N1)C1=CNC2=CC(=CC=C12)OC)C(F)(F)F)[N+](=O)[O-])C)C N1-(2-(dimethylamino)ethyl)-5-methoxy-N4-(4-(6-methoxy-1H-indol-3-yl)-5-(trifluoromethyl)pyrimidin-2-yl)-N1-methyl-2-nitrobenzene-1,4-diamine